NC(C([C@H](CC1=CC=CC=C1)NC(=O)C1=CC(=NN1C1=CC=CC=C1)C)=O)=O (S)-N-(4-AMINO-3,4-DIOXO-1-PHENYLBUTAN-2-YL)-3-METHYL-1-PHENYL-1H-PYRAZOLE-5-CARBOXAMIDE